C[C@@H]1N(CCN(C1)C=1C(=NC=CC1)C)C(CCCC1=C2C=CC=NC2=CC=C1)=O (S)-1-(2-methyl-4-(2-methylpyridin-3-yl)piperazin-1-yl)-4-(quinolin-5-yl)butan-1-one